2,2',6,6'-tetra-sec-butyl-4,4'-methylenebisaniline C(C)(CC)C1=C(N)C(=CC(=C1)CC1=CC(=C(N)C(=C1)C(C)CC)C(C)CC)C(C)CC